lauric acid aminoxide N[O-].C(CCCCCCCCCCC)(=O)O